Cl.N1C(=CC=2C=NC=CC21)CNC(CN2C(=NC=C(C2=O)N)C2=CC=CC=C2)=O N-((1H-pyrrolo[3,2-C]pyridin-2-yl)methyl)-2-(5-amino-6-oxo-2-phenylpyrimidin-1(6H)-yl)acetamide hydrochloride